C1(CCCCC1)N=C=NC1CCCCC1 1,N'-dicyclohexylcarbodiimide